3-amino-1,1,1-trifluoro-2-methyl-3-oxopropan NC(C(C(F)(F)F)C)=O